FCCCN1CC(C1)NC=1SC=CN1 N-(1-(3-fluoropropyl)azetidin-3-yl)thiazol-2-amine